FC1(C[C@H](CN(C1)C(=O)OC1=NC=C(C=N1)Cl)N1C(CCCC1)=O)F 5-chloropyrimidin-2-yl (3'R)-5',5'-difluoro-2-oxo[1,3'-bipiperidine]-1'-carboxylate